FC(OC1=CC=C(C=C1)S(=O)(=O)N1CC2=C(C1)CN(C2)C([C@H](C2=NC=CC=C2)O)=O)F (S)-1-(5-((4-(difluoromethoxy)phenyl)sulfonyl)-3,4,5,6-tetrahydropyrrolo[3,4-c]pyrrol-2(1H)-yl)-2-hydroxy-2-(pyridin-2-yl)ethan-1-one